N-(2-(2,4-difluoro-3-((1R,3R)-2-((1-fluorocyclopropyl)methyl)-3-methyl-2,3,4,9-tetrahydro-1H-pyrido[3,4-b]indol-1-yl)phenoxy)ethyl)-3-fluoropropan-1-amine FC1=C(OCCNCCCF)C=CC(=C1[C@H]1N([C@@H](CC2=C1NC1=CC=CC=C21)C)CC2(CC2)F)F